ClCCN1N=C(C=C1CO)C1=CC=C(C=C1)F (1-(2-chloroethyl)-3-(4-fluorophenyl)-1H-pyrazol-5-yl)methanol